N-((2-methoxy-5-(2-(methoxymethyl)pyrrolidin-1-yl)phenyl)sulfonyl)-5-(1H-pyrazol-1-yl)quinoline-2-carboxamide COC1=C(C=C(C=C1)N1C(CCC1)COC)S(=O)(=O)NC(=O)C1=NC2=CC=CC(=C2C=C1)N1N=CC=C1